2-(2-fluoro-4-(4-isobutoxy-6-((4-Methoxybenzyl)oxy)pyridin-3-yl)phenyl)acetate FC1=C(C=CC(=C1)C=1C=NC(=CC1OCC(C)C)OCC1=CC=C(C=C1)OC)CC(=O)[O-]